beta-alanine benzoate C(C1=CC=CC=C1)(=O)O.NCCC(=O)O